C(=O)O.N1C(C=CC2=CC=CC=C12)=O quinolone formate